C(C)(=O)N[C@@H](C(F)(F)F)C=1C=CC(=C(C1)NC(=O)N1C[C@](CC1)(C1=NC=NS1)C1=CC(=C(C=C1)C)F)OC |o1:4,20| (R or S)-N-(5-((R or S)-1-acetamido-2,2,2-trifluoroethyl)-2-methoxyphenyl)-3-(3-fluoro-4-methylphenyl)-3-(1,2,4-thiadiazol-5-yl)pyrrolidine-1-carboxamide